4-amino-5-bromo-1-phenylpyrimidin-2(1H)-one NC1=NC(N(C=C1Br)C1=CC=CC=C1)=O